CC=1SC=C(N1)C1=CC=C(S1)C=O 5-(2-methyl-1,3-thiazol-4-yl)-2-thiophenecarbaldehyde